F[C@@H]1CN(CC[C@@H]1OCC#C)C (3R,4S)-3-Fluoro-1-methyl-4-(prop-2-ynyloxy)piperidine